FC(C=1C(=C(C=CC1)[C@@H](C)NC1=CN=NC2=CC=C(C=C12)N1CCSCC1)F)F (R)-N-(1-(3-(difluoromethyl)-2-fluorophenyl)ethyl)-6-thiomorpholinocinnolin-4-amine